1-benzyl-5-methyl-N-(3-(methylsulfonamido)phenyl)-1H-pyrazole-3-carboxamide C(C1=CC=CC=C1)N1N=C(C=C1C)C(=O)NC1=CC(=CC=C1)NS(=O)(=O)C